NC=1C(=NC(=C(N1)C=1OC=CN1)C=1C=CC=2N(C1)C(=CN2)C)C(=O)NC[C@@H]2OCCC2 (R)-3-amino-6-(3-methylimidazo[1,2-a]pyridin-6-yl)-5-(oxazol-2-yl)-N-((tetrahydrofuran-2-yl)methyl)pyrazine-2-carboxamide